Cyclopropane-1,1-dicarboxylic acid [4-(6,7-dimethoxy-quinoline-4-yloxy)-phenyl]-amide COC=1C=C2C(=CC=NC2=CC1OC)OC1=CC=C(C=C1)NC(=O)C1(CC1)C(=O)O